CC1(C(C(=C[C@@]2(CCN(C2)C(=O)C=2C=NC(=CC2)C(F)(F)F)C1)C#N)=O)C (5S)-9,9-dimethyl-8-oxo-2-[6-(trifluoromethyl)pyridine-3-carbonyl]-2-azaspiro[4.5]dec-6-ene-7-carbonitrile